C(=O)O.CC1(CN(CCN1)C1=C2C(=NC=C1)N(CC2)C(=O)NC2=CC1=CN(N=C1C=C2F)C)C 4-(3,3-dimethylpiperazin-1-yl)-N-(6-fluoro-2-methyl-2H-indazol-5-yl)-2,3-dihydro-1H-pyrrolo[2,3-b]pyridine-1-carboxamide formate